CN1N=C(C=C1)C1=C2C=CN(C(C2=CN=C1)=O)CC=1N=C2N(C=C(C=C2)C)C1 5-(1-methyl-1H-pyrazol-3-yl)-2-((6-methylimidazo[1,2-a]pyridin-2-yl)methyl)-2,7-naphthyridin-1(2H)-one